[Si](C)(C)(C(C)(C)C)OC(CO)C1=CC=C(C=C1)F 2-((tert-butyldimethylsilyl)oxy)-2-(4-fluorophenyl)ethan-1-ol